NC=1C=2N(C=CN1)C(=NC2C)[C@@H](C)C=2C(=C(C(=O)N[C@@H]1[C@H](CCC1)O)C(=C(C2)Cl)F)OC(C)C 3-((S)-1-(8-amino-1-methylimidazo[1,5-a]pyrazin-3-yl)ethyl)-5-chloro-6-fluoro-2-isopropoxy-N-((1S,2S)-2-hydroxycyclopentyl)benzamide